[C@H](C)(CC)N1CC(C(CC1)(C)C)OC=1C=C2COC(C2=CC1)=O 5-((1-((S)-sec-butyl)-4,4-dimethylpiperidin-3-yl)oxy)isobenzofuran-1(3H)-one